1-tert-Butyl-3-{1H-pyrrolo[2,3-b]pyridin-2-yl}-1H-pyrazolo[3,4-d]pyrimidin-4-amine C(C)(C)(C)N1N=C(C=2C1=NC=NC2N)C2=CC=1C(=NC=CC1)N2